oxaphosphorinane oxide O1P(CCCC1)=O